N-(4-chlorobenzyl)-N-(1-phenethylpiperidin-4-yl)butanamide ClC1=CC=C(CN(C(CCC)=O)C2CCN(CC2)CCC2=CC=CC=C2)C=C1